CC1=CC2=NC(=CC=C2S1)C(C)=O 1-(2-methylthieno[3,2-b]pyridin-5-yl)ethan-1-one